C(#C)C1=CC=C(C=C1)CC(=O)NC[C@H]([C@@H](O)[C@H]1[C@@H]([C@H](C[C@@](O1)(C(=O)O)OCCCCCCOC)O)NC(CO)=O)O (2R,4S,5R,6R)-6-((1R,2R)-3-(2-(4-ethynylphenyl)acetamido)-1,2-dihydroxypropyl)-4-hydroxy-5-(2-hydroxyacetamido)-2-((6-methoxyhexyl)oxy)tetrahydro-2H-pyran-2-carboxylic acid